CSCC(=O)N 2-(methylthio)acetamide